N,N-dimethyl-6-((9Z,12Z)-octadec-9,12-dien-1-yl)tetracos-5,15,18-trien-1-amine CN(CCCCC=C(CCCCCCCCC=CCC=CCCCCC)CCCCCCCC\C=C/C\C=C/CCCCC)C